COC1=NC(=CC(=C1)C(=O)O)C 2-methoxy-6-methylpyridin-4-carboxylic acid